ClC=1C=C(C=CC1F)N1N=C(C=C1/C=C/C(=O)NC1=CC=CC=2NC(NC21)=O)C(F)(F)F (E)-3-(1-(3-Chloro-4-fluorophenyl)-3-(trifluoromethyl)-1H-pyrazol-5-yl)-N-(2-oxo-2,3-dihydro-1H-benzo[d]imidazol-4-yl)acrylamid